FC1(CCC(CC1)NC(=O)C1=CC(=C(N1)C(=O)NC)OC(C)C1=CC=CC=C1)F N5-(4,4-difluorocyclohexyl)-N2-methyl-3-(1-phenylethoxy)-1H-pyrrole-2,5-dicarboxamide